6-thia-3,5,12,19-tetrazatricyclo[12.3.1.14,8]nonadeca-1(18),4(19),5,7,14,16-hexaen-13-one C1=2CNC=3N=SC=C(CCCNC(C(=CC=C1)C2)=O)N3